rac-N-({4-[1-(difluoromethyl)-1H-pyrazol-5-yl]-2,5-dioxoimidazolidin-4-yl}methyl)-2-(4-fluorophenyl)-2H-1,2,3-triazole-4-carboxamide FC(N1N=CC=C1[C@]1(NC(NC1=O)=O)CNC(=O)C1=NN(N=C1)C1=CC=C(C=C1)F)F |r|